BrC1=CC(=CC(=C1)CS(=O)(=O)C)Br 1,3-dibromo-5-(methylsulfonylmethyl)benzene